5-chloro-6-(3,4-difluorophenoxy)-N,N-di-tert-butoxycarbonylpyrimidin-4-amine ClC=1C(=NC=NC1OC1=CC(=C(C=C1)F)F)N(C(=O)OC(C)(C)C)C(=O)OC(C)(C)C